C(CCC)P([O-])(=O)C(C)CC n-butyl-sec-butyl-phosphinate